8-(1-amino-1-methyl-ethyl)-3,6-dimethyl-2-tetrahydropyran-4-yl-quinazolin-4-one NC(C)(C)C=1C=C(C=C2C(N(C(=NC12)C1CCOCC1)C)=O)C